C(C)(=O)NC=1C(=NN(C1C(=O)O)C)C 4-acetylamino-1,3-dimethyl-1H-pyrazole-5-carboxylic acid